potassium alpha-ketoglutarate O=C(C(=O)[O-])CCC(=O)[O-].[K+].[K+]